1-(9Z-pentadecenoyl)-2-(9Z-hexadecenoyl)-glycero-3-phosphoserine CCCCCC/C=C\CCCCCCCC(=O)O[C@H](COC(=O)CCCCCCC/C=C\CCCCC)COP(=O)(O)OC[C@@H](C(=O)O)N